FC1=C(C=C(C(=C1C)C)C)NC1=NC=C(C(=N1)NN1C(OC2=C1C=CC=C2)=O)C (2-(2-fluoro-3,4,5-trimethylphenylamino)-5-methylpyrimidin-4-ylamino)benzo[d]oxazol-2(3H)-one